N-(2-(4-fluoropyridin-2-yl)-6,7-dihydro-5H-cyclopenta[d]pyrimidin-4-yl)-N-methylglycine FC1=CC(=NC=C1)C=1N=C(C2=C(N1)CCC2)N(CC(=O)O)C